1,5-benzodiazepine N1C=CC=NC2=C1C=CC=C2